FC1=CC=C(C=C1)S(=O)(=O)N1[C@@H](C2CC1C2)C(=O)NCC2=CC(=NC=C2C(F)(F)F)C=2C=NC(=NC2)C(F)(F)F (2S)-3-(4-fluorophenyl)sulfonyl-N-[[5-(trifluoromethyl)-2-[2-(trifluoromethyl)pyrimidin-5-yl]-4-pyridyl]methyl]-3-azabicyclo[2.1.1]hexane-2-carboxamide